6-bromo-2-(bromomethyl)-3-fluoro-4-iodopyridine BrC1=CC(=C(C(=N1)CBr)F)I